N[C@@H]1CN(CC1)C(=O)C=1SC(=CC1C)C1=CC=C(C=C1)C1CCN(CC1)C1COC1 (S)-(3-aminopyrrolidin-1-yl)(3-methyl-5-(4-(1-(oxetan-3-yl)piperidin-4-yl)phenyl)thiophen-2-yl)methanone